C(C=1C(C(=O)O)=CC(C(=O)O)=CC1)(=O)O.C(#N)CCN1C(=NC=C1)CCCCCCCCCCC 1-(2-cyanoethyl)-2-undecylimidazole trimellitate